C(C=C)OCCOC(C)(CC)O 2-(2-allyloxyethoxy)-2-butanol